NN1C2CN(CC1CC2)C(=O)OC(C)(C)C tert-butyl 8-amino-3,8-diazabicyclo[3.2.1]octane-3-carboxylate